ClC1=C(OCC2=NN=C(S2)NC(C2=CN=C(C=C2C2=C(C=CC=C2)OC)C)=O)C=CC=C1 N-(5-((2-chlorophenoxy)methyl)-1,3,4-thiadiazol-2-yl)-4-(2-methoxyphenyl)-6-methylnicotinamide